N(=C=O)[C@@H](C)C1=CC=C(C=C1)COC1=CC=CC=C1 (1S)-1-(1-isocyanatoethyl)-4-(phenoxymethyl)benzene